N-(2-Bromoethyl)phthalimide C1=CC=C2C(=C1)C(=O)N(C2=O)CCBr